3-(furan-2-ylmethylsulfanyl)propane-1-thiol O1C(=CC=C1)CSCCCS